OC1=CC=C(C=C1)C(C)(C)C1=CC=C(C=C1)O (d)-2,2-bis(4-hydroxyphenyl)propane